N-[2-(3-carbamoylphenyl)propan-2-yl]-1-(5-fluoropentyl)-1H-indazole-3-carboxamide C(N)(=O)C=1C=C(C=CC1)C(C)(C)NC(=O)C1=NN(C2=CC=CC=C12)CCCCCF